C(C=C)(=O)N1[C@@H](C[C@H](CC1)N1C=NC=2C(=NC=3C(=C(C(=CC3C21)Cl)C2=C(C=CC(=C2)O)F)F)N2CC(C2)N(C)C)CC#N 2-((2S,4S)-1-acryloyl-4-(8-chloro-4-(3-(dimethylamino)azetidin-1-yl)-6-fluoro-7-(2-fluoro-5-hydroxyphenyl)-1H-imidazo[4,5-c]quinolin-1-yl)piperidin-2-yl)acetonitrile